{2-[(3,4-dimethyl-2,5-dioxoazolinyl)amino]-7-bromo-4-quinolyl} methylacetate CCC(=O)OC1=CC(=NC2=CC(=CC=C12)Br)NN1C(C(=C(C1=O)C)C)=O